tert-Butyl (((2S,3S)-5-chloro-6-fluoro-3-hydroxy-2-phenyl-4-(4,4,5,5-tetramethyl-1,3,2-dioxaborolan-2-yl)-2,3-dihydrobenzofuran-2-yl)methyl)carbamate ClC=1C(=CC2=C([C@@H]([C@](O2)(C2=CC=CC=C2)CNC(OC(C)(C)C)=O)O)C1B1OC(C(O1)(C)C)(C)C)F